tert-butyl (R)-3-(4-bromo-2-fluorobenzamido)pyrrolidine-1-carboxylate BrC1=CC(=C(C(=O)N[C@H]2CN(CC2)C(=O)OC(C)(C)C)C=C1)F